N12CCN(C(CC1)CC2)C=2C=CC(=NC2)NC2=NC=C(C(=N2)C2=CC=1C(N(CC3(C1S2)CCC3)C)=O)F 2'-(2-((5-(1,4-diazabicyclo[3.2.2]non-4-yl)pyridin-2-yl)amino)-5-fluoropyrimidin-4-yl)-5'-methyl-5',6'-dihydro-4'H-spiro[cyclobutane-1,7'-thieno[3,2-c]pyridin]-4'-one